The molecule is a myo-inositol monophosphate derivative consisting of 1-O-(6-thiohexylphosphono)-D-myo-inositol having an alpha-D-mannosyl-(1->6)-alpha-D-mannosyl-(1->4)-alpha-D-glucosaminyl residue at the 6-position. It is a glycoside, a trisaccharide derivative and a myo-inositol monophosphate derivative. It derives from a myo-inositol. C(CCCS)CCOP(=O)(O)O[C@@H]1[C@@H]([C@@H]([C@H]([C@@H]([C@H]1O[C@@H]2[C@@H]([C@H]([C@@H]([C@H](O2)CO)O[C@@H]3[C@H]([C@H]([C@@H]([C@H](O3)CO[C@@H]4[C@H]([C@H]([C@@H]([C@H](O4)CO)O)O)O)O)O)O)O)N)O)O)O)O